C1(CCCCC1)[Si](COCC)(COCC)C1CCCCC1 dicyclohexyl-bis(ethoxymethyl)silane